BrC1=CC=C(C=C1)N1CCCC1 1-(4-bromophenyl)pyrrolidine